N=1C=C(N2N=CC=CC21)NC(=O)C2=CC1=CN(N=C1C=C2OC)C2CCC(CC2)=O N-(Imidazo[1,2-b]pyridazin-3-yl)-6-methoxy-2-(4-oxocyclohexyl)-2H-indazole-5-carboxamide